2-(4-Morpholinyl)-8-phenyl-4H-chromen-4-one N1(CCOCC1)C=1OC2=C(C=CC=C2C(C1)=O)C1=CC=CC=C1